C(N)(=O)C=1COC2=CC(=CC=C2C1)N1CCN(CC1)C(=O)OC(C)(C)C tert-Butyl 4-(3-carbamoyl-2H-chromen-7-yl)piperazine-1-carboxylate